C(C1=CC=CC=C1)NC1=C(C(C2(C(N(N=C2C2=CC=CC=C2)C2=CC=CC=C2)=O)C1)C1=CC=CC=C1)C(=O)OCC ethyl 8-(benzylamino)-4-oxo-1,3,6-triphenyl-2,3-diazaspiro[4.4]non-1,7-diene-7-carboxylate